2-(3-chlorophenyl)indolizine ClC=1C=C(C=CC1)C=1C=C2C=CC=CN2C1